2,6-diethyl-9-[2-carboxy(3,6-methano-4-methyl-4-cyclohexenyl)]carbonyloxyanthracene C(C)C1=CC2=C(C3=CC=C(C=C3C=C2C=C1)CC)OC(=O)C1C(C2C(=CC1C2)C)C(=O)O